1-beta-D-arabinofuranosyl-5-azacytosine [C@@H]1([C@@H](O)[C@H](O)[C@H](O1)CO)N1C(=O)N=C(N)N=C1